2,5-diethylthio-terephthalaldehyde C(C)SC1=C(C=O)C=C(C(=C1)C=O)SCC